8-bromo-[1,2,4]triazolo[1,5-a]pyridine-5-methanol BrC=1C=2N(C(=CC1)CO)N=CN2